methyl iso-butyl ketone C(C(C)C)C(=O)C